8-[2-methoxy-4-(trifluoromethyl)phenyl]-N-[(3R)-1-methylpiperidin-3-yl]imidazo[1,2-d][1,2,4]triazin-5-amine COC1=C(C=CC(=C1)C(F)(F)F)C=1C=2N(C(=NN1)N[C@H]1CN(CCC1)C)C=CN2